2-(4-(5-chloro-2-(4-(trifluoromethyl)-1H-1,2,3-triazole-1-yl)phenyl)-5-methoxy-2-oxopyridine-1(2H)-yl)-3-phenylpropionamide ClC=1C=CC(=C(C1)C1=CC(N(C=C1OC)C(C(=O)N)CC1=CC=CC=C1)=O)N1N=NC(=C1)C(F)(F)F